2-(3-hydroxy-4-{3-[(3S)-3-(propan-2-yl)piperazin-1-yl]-1,2,4-triazin-6-yl}phenyl)-1,3-thiazole-4-carbonitrile hydrochloride Cl.OC=1C=C(C=CC1C1=CN=C(N=N1)N1C[C@@H](NCC1)C(C)C)C=1SC=C(N1)C#N